3-(5-(((1S,2S)-2-(3-(1-(3-methyloxetane-3-carbonyl)-piperidin-4-yl)azetidin-1-yl)cyclohexyl)oxy)-1-oxo-isoindolin-2-yl)piperidine-2,6-dione CC1(COC1)C(=O)N1CCC(CC1)C1CN(C1)[C@@H]1[C@H](CCCC1)OC=1C=C2CN(C(C2=CC1)=O)C1C(NC(CC1)=O)=O